[V].[P].[Li] lithium phosphorus vanadium